FC(CC(=O)O)(C1=NC=CC=C1F)F β,β,3-trifluoro-2-pyridinepropanoic acid